9-[4-(2-hydroxyethoxy)-phenyl]thianthrene sulfonium hexafluorophosphate F[P-](F)(F)(F)(F)F.[SH3+].OCCOC1=CC=C(C=C1)C=1C=CC=C2SC=3C=CC=CC3SC12